tert-butyl (2R)-3-{[(3S,4S)-4-{[(benzyloxy)carbonyl]amino}-6-[(2,2-dimethylpropoxy) sulfonyl]-1-phenylhexan-3-yl]disulfanyl}-2-{[(tert-butoxy)carbonyl] amino}propanoate C(C1=CC=CC=C1)OC(=O)N[C@H]([C@H](CCC1=CC=CC=C1)SSC[C@@H](C(=O)OC(C)(C)C)NC(=O)OC(C)(C)C)CCS(=O)(=O)OCC(C)(C)C